C1CCC2=C(C=3CCCC3C=C12)NC(=O)N=S(=O)(N)C=1C(=NC(=CC1)C(C)(C)O)C N'-((1,2,3,5,6,7-hexahydro-s-indacen-4-yl)carbamoyl)-6-(2-hydroxypropan-2-yl)-2-methylpyridine-3-sulfonimidamide